CC1=CC=C(C=C1)S(=O)(=O)O[C@H]1COCC1 (3R)-oxolan-3-yl 4-methylbenzene-1-sulfonate